(R)-8-acryloyl-4-chloro-3-(2-fluorophenyl)-1-((R)-4-(3-methoxyazetidin-1-yl)-2,2-dimethylpyrrolidin-1-yl)-6,6a,7,8,9,10-hexahydro-12H-pyrazino[2,1-c]pyrido[3,4-f][1,4]oxazepin-12-one C(C=C)(=O)N1C[C@@H]2COC3=C(C(N2CC1)=O)C(=NC(=C3Cl)C3=C(C=CC=C3)F)N3C(C[C@H](C3)N3CC(C3)OC)(C)C